FC1=CC(=CC(=C1)[N+](=O)[O-])[N+](=O)[O-] 1-fluoro-3,5-dinitrobenzene